ethyl 5-(aminomethyl)-2-palmitamidothiophene-3-carboxylate TFA salt OC(=O)C(F)(F)F.NCC1=CC(=C(S1)NC(CCCCCCCCCCCCCCC)=O)C(=O)OCC